triglycidyl-1,2,4-benzenetricarboxylate C(C1CO1)C=1C(=C(C(=C(C1C(=O)[O-])C(=O)[O-])CC1CO1)C(=O)[O-])CC1CO1